ClC=1C=C(C=C(C1Cl)Cl)N1C2=CC=C(C=C2C=2C=C(C=CC12)C(C)(C)C)C(C)(C)C 9-(3,4,5-trichlorophenyl)-3,6-di-tert-butyl-9H-carbazole